CC1=NOC(=N1)C=1C=NC(=NC1)SC 3-methyl-5-(2-(methylthio)pyrimidin-5-yl)-1,2,4-oxadiazole